1-octadecanoyl-2-(9Z-octadecenoyl)-sn-glycero-3-phosphocholine CCCCCCCCCCCCCCCCCC(=O)OC[C@H](COP(=O)([O-])OCC[N+](C)(C)C)OC(=O)CCCCCCC/C=C\CCCCCCCC